dimethyl-trifluorobenzene CC1=CC(=C(C(=C1F)F)F)C